(3R,4R)-1-(tert-Butoxycarbonyl)-4-(1,3-thiazol-2-yl)-pyrrolidine-3-carboxylic acid C(C)(C)(C)OC(=O)N1C[C@@H]([C@H](C1)C=1SC=CN1)C(=O)O